Tert-Butyl 5-methyl-6-oxo-1,4,5,6-tetrahydropyridazine-3-carboxylate CC1CC(=NNC1=O)C(=O)OC(C)(C)C